N-(4-fluorobenzyl)-4-(3-(pyridin-4-ylmethyl)ureido)-N-(3-(trifluoromethoxy)benzyl)benzenesulfonamide FC1=CC=C(CN(S(=O)(=O)C2=CC=C(C=C2)NC(=O)NCC2=CC=NC=C2)CC2=CC(=CC=C2)OC(F)(F)F)C=C1